N1C=NC=2N=CCC2C1=O 7-deazahypoxanthine